2-carboxy-7-(3-(naphthalene-2-yl)phenoxy)-1,2,3,4-tetrahydronaphthalene-2-aminium chloride [Cl-].C(=O)(O)C1(CC2=CC(=CC=C2CC1)OC1=CC(=CC=C1)C1=CC2=CC=CC=C2C=C1)[NH3+]